methylenebis(benzotriazolyl-tetramethylbutyl-phenol) C(C1=C(C(=C(C(=C1C(CCC)C1=CC=CC=2NN=NC21)C)C)C)OC)C2=C(C(=C(C(=C2C(CCC)C2=CC=CC=1NN=NC12)C)C)C)OC